C1(CC1)C1=C(N)C=C(C=C1)F 2-Cyclopropyl-5-fluoroaniline